trimethyleneether C1CCO1